ClC1=NC=C(C(=N1)C=1C=C2C(=CC(=NC2=C(C1)F)C)C(C)C)F 6-(2-chloro-5-fluoropyrimidin-4-yl)-8-fluoro-4-isopropyl-2-methylquinoline